2-(benzo[d]oxazol-2-yl)-5-(benzyloxy)-N-(ethylsulfonyl)-6-methoxy-1,2,3,4-tetrahydroisoquinoline-3-carboxamide O1C(=NC2=C1C=CC=C2)N2CC1=CC=C(C(=C1CC2C(=O)NS(=O)(=O)CC)OCC2=CC=CC=C2)OC